Tert-butyl (S)-5-amino-4-(5-(6-amino-5-cyano-4-propylpyridin-2-yl)-1-oxoisoindolin-2-yl)-5-oxopentanoate NC([C@H](CCC(=O)OC(C)(C)C)N1C(C2=CC=C(C=C2C1)C1=NC(=C(C(=C1)CCC)C#N)N)=O)=O